C(#N)[C@@H](C[C@H]1C(NCCC1)=O)NC(=O)[C@@H]1N(C[C@H]2[C@@H]1CC(C2)(F)F)C(=O)C=2NC1=CC=CC(=C1C2)F (1R,3aR,6aS)-N-((R)-1-cyano-2-((S)-2-oxopiperidin-3-yl)ethyl)-5,5-difluoro-2-(4-fluoro-1H-indole-2-carbonyl)octahydrocyclopenta[c]pyrrole-1-carboxamide